[Cu].[Mn].[K] potassium-manganese-copper